(3,5-Dimethyl-2-(methyl-(2-morpholinoethyl)amino)benzyl)benzonitrile CC=1C(=C(CC2=C(C#N)C=CC=C2)C=C(C1)C)N(CCN1CCOCC1)C